2-{2'-Ethyl-7'-oxo-6',7'-dihydro-5'H-spiro[cyclopropane-1,4'-thieno[2,3-c]pyridin]-6'-yl}-N-(pyrimidin-4-yl)acetamide C(C)C1=CC2=C(C(N(CC23CC3)CC(=O)NC3=NC=NC=C3)=O)S1